CC(C)N1CCC(CC1)N1CCN(CCC1)C1=CC=CC(=N1)C(=O)NCC=1SC=CN1 6-{4-[1-(Propan-2-yl)piperidin-4-yl]-1,4-diazepan-1-yl}-N-(1,3-thiazol-2-ylmethyl)pyridine-2-carboxamide